2,2,2-trifluoro-N-methyl-N-(2,2,3,3-tetramethyl-4,7,10,13,16-pentaoxa-3-silaoctadecan-18-yl)acetamide FC(C(=O)N(CCOCCOCCOCCOCCO[Si](C(C)(C)C)(C)C)C)(F)F